acryloylhydroxypropyl-ethyldiethoxysilane C(C=C)(=O)C(C)O[Si](OCC)(CC)CCCO